C(#C)N(C1=CC=C(C=C1)OC(F)(F)F)S(=O)(=O)C1=CC=C(C=C1)C N-ethynyl-N-(4-trifluoromethoxyphenyl)-4-methylbenzenesulfonylAmine